BrC=1C=C(C=C(C1O)Br)C(=O)C1=C(N(C2=CN=CC=C21)CC)CC (3,5-dibromo-4-hydroxyphenyl)(1,2-diethyl-1H-pyrrolo[2,3-c]pyridin-3-yl)methanone